Cl.CC1=CC(=CC=2C3=C(NC12)CCNC3)C 6,8-Dimethyl-2,3,4,5-tetrahydro-1H-pyrido[4,3-b]indole hydrochloride